[2-(methacryloyl-Oxy)ethyl]dimethylammonium C(C(=C)C)(=O)OCC[NH+](C)C